C=1N=CN2C1C1=CC=CC=C1[C@H]2[C@@]2(CN(CC2)S(=O)(=O)C)O (R)-3-((S)-5H-Imidazo[5,1-a]isoindol-5-yl)-1-(methylsulfonyl)pyrrolidin-3-ol